(+)-cis-2-benzamidocyclohexanecarboxylic acid C1CC[C@H]([C@H](C1)C(=O)O)NC(=O)C2=CC=CC=C2